1,1,3,3-tetracyclopentyl disiloxane tert-butyl 8-amino-5-bromo-7-chloro-3,4-dihydroisoquinoline-2(1H)-carboxylate NC=1C(=CC(=C2CCN(CC12)C(=O)OC(C)(C)C)Br)Cl.C1(CCCC1)[SiH](O[SiH](C1CCCC1)C1CCCC1)C1CCCC1